(2,6-Dimethyl-3-pyridin-4-yl-7,8-dihydro-6H-9-oxa-1,3a,4,6-tetraaza-cyclopenta[a]naphthalen-5-yl)-piperidin-4-ylmethyl-amine CC1=C(N2C(C=3OCCN(C3C(=N2)NCC2CCNCC2)C)=N1)C1=CC=NC=C1